FC1(CCN(CC1)C=1C=2N(C=C(N1)NC(C1=C(C=C(C=C1)NS(=O)(=O)CCO)N1CCC3(CC3)CC1)=O)C=C(N2)C)F N-(8-(4,4-difluoropiperidin-1-yl)-2-methylimidazo[1,2-a]pyrazin-6-yl)-4-((2-hydroxyethyl)sulfonylamino)-2-(6-azaspiro[2.5]oct-6-yl)benzamide